1-tetrahydropyran-2-yl-4H-pyrazolo[4,3-b]indole O1C(CCCC1)N1N=CC=2NC=3C=CC=CC3C21